3-(3-(benzyloxy)pyridin-2-yl)-N5-(3-chloro-5-(methylsulfonamido)phenyl)-N2,N2-dimethylthiophene-2,5-dicarboxamide C(C1=CC=CC=C1)OC=1C(=NC=CC1)C1=C(SC(=C1)C(=O)NC1=CC(=CC(=C1)NS(=O)(=O)C)Cl)C(=O)N(C)C